C(C)(C)(C)OC([C@@H](CC1=CC(=CC(=C1)B1OC(C(O1)(C)C)(C)C)F)[C@@H]1CN(CC1)C(=O)OC(C)(C)C)=O tert-butyl (R)-3-((S)-1-(tert-butoxy)-3-(3-fluoro-5-(4,4,5,5-tetramethyl-1,3,2-dioxaborolan-2-yl)phenyl)-1-oxopropan-2-yl)pyrrolidine-1-carboxylate